NCCOCCOCCOC1=NC(=NC(=C1)C(F)(F)F)N[C@@H]1[C@H]([C@H]([C@H](OC1)COC)O)O (2R,3R,4R,5S)-5-((4-(2-(2-(2-aminoethoxy)ethoxy)ethoxy)-6-(trifluoromethyl)pyrimidin-2-yl)amino)-2-(methoxymethyl)tetrahydro-2H-pyran-3,4-diol